1-dimethylphosphoryl-N-methyl-methanamine CP(=O)(C)CNC